Sodium pyridine-3-carboxylate N1=CC(=CC=C1)C(=O)[O-].[Na+]